ClC=1C=C(C=CC1F)NC(N([C@@H](C)C1=CNC(C2=CN=CC=C12)=O)CCCO)=O (S)-3-(3-chloro-4-fluorophenyl)-1-(3-hydroxypropyl)-1-(1-(1-oxo-1,2-dihydro-2,7-naphthyridin-4-yl)ethyl)urea